N-(2-methyl-5-nitrophenyl)-5-(pyridin-3-yl)thiazol-2-amine CC1=C(C=C(C=C1)[N+](=O)[O-])NC=1SC(=CN1)C=1C=NC=CC1